1-(tert-Butyl) 2-methyl (S)-4-(3-bromopyrazolo[1,5-a]pyrimidin-5-yl)piperazine-1,2-dicarboxylate BrC=1C=NN2C1N=C(C=C2)N2C[C@H](N(CC2)C(=O)OC(C)(C)C)C(=O)OC